N-((1-methyl-1H-pyrazol-4-yl)(phenyl)methyl)-4-(5-methyl-2-((1-methyl-1H-pyrazol-5-yl)amino)pyrimidin-4-yl)oxazole-2-carboxamide CN1N=CC(=C1)C(NC(=O)C=1OC=C(N1)C1=NC(=NC=C1C)NC1=CC=NN1C)C1=CC=CC=C1